FC1(CCC(CC1)NC=1N=C(C2=C(N1)NC=C2C=2C=CC1=C(N(N=N1)CC(F)F)C2)OC)F N-(4,4-Difluorocyclohexyl)-5-(1-(2,2-difluoroethyl)-1H-benzo[d][1,2,3]triazol-6-yl)-4-methoxy-7H-pyrrolo[2,3-d]pyrimidin-2-amine